2-hydroxyl-1,3,5-benzenetricarboxylic acid OC1=C(C=C(C=C1C(=O)O)C(=O)O)C(=O)O